3-(benzofuran-3-yl)isothiazol-5-amine O1C=C(C2=C1C=CC=C2)C2=NSC(=C2)N